(3R,4S)-3-(4-Fluorophenoxymethyl)-4-methyl-2-(2-methyl-5-phenyl-1,3-thiazol-4-carbonyl)-2-azabicyclo[3.1.1]heptan FC1=CC=C(OC[C@@H]2N(C3CC([C@@H]2C)C3)C(=O)C=3N=C(SC3C3=CC=CC=C3)C)C=C1